3-(2,6-bis(trifluoromethyl)pyridin-4-yl)pentane-2,4-dione FC(C1=NC(=CC(=C1)C(C(C)=O)C(C)=O)C(F)(F)F)(F)F